ethyl 4-{4-[2-(tert-butoxy)-2-oxoethoxy]phenyl}-2-(4-methanesulfonylbenzoyl)butanoate C(C)(C)(C)OC(COC1=CC=C(C=C1)CCC(C(=O)OCC)C(C1=CC=C(C=C1)S(=O)(=O)C)=O)=O